3-(2-(3-(6-(8-(benzo[d]thiazol-2-ylcarbamoyl)-3,4-dihydroisoquinolin-2(1H)-yl)-2-(tert-butoxycarbonyl)pyridin-3-yl)-2-methylphenoxy)phenyl)propanoic acid S1C(=NC2=C1C=CC=C2)NC(=O)C=2C=CC=C1CCN(CC21)C2=CC=C(C(=N2)C(=O)OC(C)(C)C)C=2C(=C(OC1=C(C=CC=C1)CCC(=O)O)C=CC2)C